4,5-bis(4-t-butylphenyl)phthalonitrile C(C)(C)(C)C1=CC=C(C=C1)C=1C=C(C(C#N)=CC1C1=CC=C(C=C1)C(C)(C)C)C#N